2-(((R)-1-((S)-3-benzyl-3,7-dimethyl-9-oxo-1,2,3,9-tetrahydropyrrolo[2,1-b]quinazolin-5-yl)ethyl)amino)benzoic acid C(C1=CC=CC=C1)[C@]1(CCN2C1=NC=1C(=CC(=CC1C2=O)C)[C@@H](C)NC2=C(C(=O)O)C=CC=C2)C